NC=1C(=NON1)C1=NC2=C(N1CC=1C=NC(=NC1)C#N)C(=CC=C2)F 5-[[2-(4-amino-1,2,5-oxadiazol-3-yl)-7-fluoro-benzimidazol-1-yl]methyl]pyrimidine-2-carbonitrile